1-(1-(1-Methylpiperidin-4-yl)-1H-indazol-5-yl)dihydropyrimidine-2,4(1H,3H)-dione CN1CCC(CC1)N1N=CC2=CC(=CC=C12)N1C(NC(CC1)=O)=O